Tert-butyl (1R,5S,6s)-6-[(6-Chloropyridazin-3-yl) amino]-3-azabicyclo[3.1.0]hexane-3-carboxylate ClC1=CC=C(N=N1)NC1[C@@H]2CN(C[C@H]12)C(=O)OC(C)(C)C